NC1=C(C=CC(=C1F)NCC1=CC=C(C=C1)C(F)(F)F)NC(CCCCC(C(CC)F)F)=O N-(2-amino-3-fluoro-4-((4-(trifluoromethyl)benzyl)amino)phenyl)-6,7-difluorononanamide